tert-Butyl (2S,4R)-4-fluoro-2-(5-(4,4,4-trifluorobutyl)-1,3,4-oxadiazol-2-yl)pyrrolidine-1-carboxylate F[C@@H]1C[C@H](N(C1)C(=O)OC(C)(C)C)C=1OC(=NN1)CCCC(F)(F)F